3-{[(5S)-6-(1,3-benzothiazole-2-carbonyl)-6-azaspiro[2.5]octan-5-yl]formamido}-N-cyclopropyl-2-oxo-4-[(3S)-2-oxopyrrolidin-3-yl]butanamide S1C(=NC2=C1C=CC=C2)C(=O)N2[C@@H](CC1(CC1)CC2)C(=O)NC(C(C(=O)NC2CC2)=O)C[C@H]2C(NCC2)=O